tert-butyl (S,E)-2-((3-(7-(dimethylamino)-2-((methoxycarbonyl)amino)-7-oxohept-5-enamido)-2-oxopyridin-1(2H)-yl)methyl)-5,6-difluoro-4-isobutyl-1H-benzo[d]imidazole-1-carboxylate CN(C(/C=C/CC[C@@H](C(=O)NC=1C(N(C=CC1)CC1=NC2=C(N1C(=O)OC(C)(C)C)C=C(C(=C2CC(C)C)F)F)=O)NC(=O)OC)=O)C